(5-methyl-2-(1,1,1-trifluoro-2-hydroxypropan-2-yl)thiazol-4-yl)-methyl-1H-purine-2,6(3H,7H)-dione CC1=C(N=C(S1)C(C(F)(F)F)(C)O)N1C(N(C(C=2NC=NC12)=O)C)=O